tert-butyl (S)-(1-(3-(3-((5-chloropyridin-2-yl)oxy)phenyl)-1,2,4-oxadiazol-5-yl)-3-hydroxypropan-2-yl)carbamate ClC=1C=CC(=NC1)OC=1C=C(C=CC1)C1=NOC(=N1)C[C@@H](CO)NC(OC(C)(C)C)=O